2-[(6-bromopyridin-2-yl)methyl]-3-oxo-butyronitrile BrC1=CC=CC(=N1)CC(C#N)C(C)=O